1-(1-(3,5-Difluorophenyl)ethyl)-3-(1,4,5,6-Tetrahydropyrrolo[3,4-d]imidazol-2-yl)-1H-Indazol-5-Amin FC=1C=C(C=C(C1)F)C(C)N1N=C(C2=CC(=CC=C12)N)C1=NC2=C(N1)CNC2